8-(4-Morpholinophenyl)-2-(4-(benzyloxy)phenyl)-5,7-dimethoxy-4H-chromen-4-one O1CCN(CC1)C1=CC=C(C=C1)C=1C(=CC(=C2C(C=C(OC12)C1=CC=C(C=C1)OCC1=CC=CC=C1)=O)OC)OC